2-(4-(((3,5-dicyano-4-ethyl-6-(4-methyl-1,4-diazepan-1-yl)pyridin-2-yl)thio)methyl)phenyl)acetamide C(#N)C=1C(=NC(=C(C1CC)C#N)N1CCN(CCC1)C)SCC1=CC=C(C=C1)CC(=O)N